(8R)-8-[(1S,2S,3R)-2,3-difluoro-1-hydroxy-7-methylsulfonyl-2,3-dihydro-1H-inden-4-yl]-3-fluoro-5,6,7,8-tetrahydronaphthalene-1-carbonitrile F[C@H]1[C@H](C2=C(C=CC(=C2[C@H]1F)[C@H]1CCCC=2C=C(C=C(C12)C#N)F)S(=O)(=O)C)O